COC1=C(C(=O)P(C2=CC=C(C=C2)OC)(C2=CC=C(C=C2)OC)=O)C(=CC=C1)OC 2,6-dimethoxybenzoyl-bis(4-methoxyphenyl)phosphine oxide